(R)-5-(((3-chloro-5-isopropylisoquinolin-8-yl)oxy)methyl)-3-methyloxazolidin-2-one ClC=1N=CC2=C(C=CC(=C2C1)C(C)C)OC[C@H]1CN(C(O1)=O)C